(1R,3R)-3-[8-(methoxycarbonyl)-3-[(2S)-1-phenylpropan-2-yl]-3H,6H,7H,8H,9H-imidazo[4,5-h]isoquinolin-2-yl]cyclohexane-1-carboxylic acid COC(=O)N1CC=2C3=C(C=CC2CC1)N(C(=N3)[C@H]3C[C@@H](CCC3)C(=O)O)[C@H](CC3=CC=CC=C3)C